3-(6-((6-((2-methoxyethoxy)methyl)pyridazin-3-yl)methoxy)-[1,2,4]triazolo[4,3-b]pyridazin-3-yl)-5-methylisoxazole COCCOCC1=CC=C(N=N1)COC=1C=CC=2N(N1)C(=NN2)C2=NOC(=C2)C